N'-(4-amino-2-cyano-phenyl)-N,N-dimethyl-formamidine NC1=CC(=C(C=C1)N=CN(C)C)C#N